3-methacryloxypropyl-tris(2-methoxyethoxy)silane (Z)-3,7-dimethylnona-1,6-dien-3-yl-(E)-3-(4-methoxyphenyl)acrylate CC(C=C)(CC\C=C(/CC)\C)OC(\C=C\C1=CC=C(C=C1)OC)=O.C(C(=C)C)(=O)OCCC[Si](OCCOC)(OCCOC)OCCOC